tert-butyl 4-[[6-[[6-(2,6-dichlorophenyl)-8-methyl-7-oxo-pyrido[2,3-d]pyrimidin-2-yl]amino]-3-pyridyl]oxy]-3-fluoro-piperidine-1-carboxylate ClC1=C(C(=CC=C1)Cl)C1=CC2=C(N=C(N=C2)NC2=CC=C(C=N2)OC2C(CN(CC2)C(=O)OC(C)(C)C)F)N(C1=O)C